tert-butyl 3-(2-(2-(2,5-dioxo-3,4-bis(phenylthio)-2,5-dihydro-1H-pyrrole-1-yl)ethoxy)ethoxy)propionate O=C1N(C(C(=C1SC1=CC=CC=C1)SC1=CC=CC=C1)=O)CCOCCOCCC(=O)OC(C)(C)C